7-(2-bromo-6,7-dihydrothiazolo[5,4-c]pyridin-5(4H)-yl)-3-fluoro-2,8,9-trimethyl-4H-pyrimido[1,2-b]pyridazin-4-one BrC=1SC=2CN(CCC2N1)C=1C(=C(C=2N(N1)C(C(=C(N2)C)F)=O)C)C